1-(4-methoxyphenyl)-2-((5-(4-methoxyphenyl)-4H-1,2,4-triazol-3-yl)thio)ethan-1-one COC1=CC=C(C=C1)C(CSC1=NN=C(N1)C1=CC=C(C=C1)OC)=O